ClC=1C=NN2C1C(=CC(=C2)C=2C=NN(C2)C2CCN(CC2)C(=O)C2(CNC2)F)OC (4-(4-(3-chloro-4-methoxypyrazolo[1,5-a]pyridin-6-yl)-1H-pyrazol-1-yl)piperidin-1-yl)(3-fluoroazetidin-3-yl)methanone